FC(C(=O)O)(F)F.ClC1=C(C=C(C=C1)C(=O)N1CCN(CC1)[C@@H]1C(CNCC1)(F)F)N1C(NC(CC1)=O)=O (S)-1-(2-chloro-5-(4-(3,3-difluoropiperidin-4-yl)piperazine-1-carbonyl)phenyl)dihydropyrimidine-2,4(1H,3H)-dione 2,2,2-trifluoroacetate